N-(2-bromo-6-methylphenyl)pyrimidin-2-amine BrC1=C(C(=CC=C1)C)NC1=NC=CC=N1